Isononyl acrylate C(C=C)(=O)OCCCCCCC(C)C